ClC1=C(C=CC=C1Cl)SC=1C=2N(C(=NC1)N1CCC3([C@@H](COC3)N)CC1)C=CN2 (S)-8-(8-((2,3-dichlorophenyl)thio)imidazo[1,2-c]pyrimidin-5-yl)-2-oxa-8-azaspiro[4.5]decan-4-amine